C1(CC1)C1=C(C=NC(=C1)C(NC=1C(=C(C=CC1)C1=C(C(=CC=C1)NC(C1=NC=C(C(=C1)C1CC1)CN[C@H](CO)C)=O)C)C)=O)CN[C@H](CO)C(=O)OCC Ethyl ((4-cyclopropyl-6-((3'-(4-cyclopropyl-5-((((S)-1-hydroxypropan-2-yl)amino)methyl)picolinamido)-2,2'-dimethyl-[1,1'-biphenyl]-3-yl)carbamoyl) pyridin-3-yl)methyl)-D-serinate